Cl.CN1C(N(C2=C1C(=CC=C2)N(C2CCNCC2)C)C2C(NC(CC2)=O)=O)=O 3-{3-Methyl-4-[methyl(piperidin-4-yl)amino]-2-oxo-1,3-benzodiazol-1-yl}piperidine-2,6-dione hydrochloride